C(C1=CC=CC=C1)OC(=O)N1CCN(CC1)CC1CCC2(CN(C2)C=2C=CC=C3C(=NN(C23)C)C=2C(=NC(=CC2)OCC2=CC=CC=C2)OCC2=CC=CC=C2)CC1.COC1(C(C=CC=C1)C(C)=O)OC 2,2-dimethoxyphenyl-ethanone benzyl-4-((2-(3-(2,6-bis(benzyloxy)pyridin-3-yl)-1-methyl-1H-indazol-7-yl)-2-azaspiro[3.5]nonan-7-yl)methyl)piperazine-1-carboxylate